FC1=C(C(=CC=C1)OC)C1=NC=CC2=C1CN(C2=O)C2=CC=C(C(=N2)N[C@@H]2CNCC2)C=2C=NC(=CC2)C 4-(2-fluoro-6-methoxyphenyl)-2-(6'-methyl-2-(((S)-pyrrolidin-3-yl)amino)-[3,3'-bipyridin]-6-yl)-2,3-dihydro-1H-pyrrolo[3,4-c]pyridin-1-one